ClC=1C(=C(C(=CC1)N1N=NC(=C1)Cl)C1=CC(N2[C@@H](CCC2C1)C(=O)OC)=O)F methyl (3S)-7-(3-chloro-6-(4-chloro-1H-1,2,3-triazol-1-yl)-2-fluorophenyl)-5-oxo-1,2,3,5,8,8a-hexahydroindolizine-3-carboxylate